1-(9Z,12Z,15Z-octadecatrienoyl)-2-(11Z-eicosenoyl)-glycero-3-phosphocholine CCCCCCCC/C=C\CCCCCCCCCC(=O)O[C@H](COC(=O)CCCCCCC/C=C\C/C=C\C/C=C\CC)COP(=O)([O-])OCC[N+](C)(C)C